CC1=C(C(=C(O)C=C1)C=CC1=CC=CC=C1)O Methylstyrylresorcin